3-(3-(cyanomethyl)-7-((3,3-difluoro-1-methylpiperidin-4-yl)amino)benzo[b]thiophen-2-yl)prop-2-yn C(#N)CC=1C2=C(SC1C#CC)C(=CC=C2)NC2C(CN(CC2)C)(F)F